[1,3-bis-(2,4,6-trimethylphenyl)-2-imidazolidinylidene]dichloro(benzylidene)(triphenylphosphine) Ruthenium(II) [Ru+2].CC1=C(C(=CC(=C1)C)C)N1C(N(CC1)C1=C(C=C(C=C1C)C)C)=C1C(C(=C(C=C1)P(C1=CC=CC=C1)(C1=CC=CC=C1)=CC1=CC=CC=C1)Cl)Cl